(6-methylsulfanyl-indan-2-yl)-dipropyl-amine CSC1=CC=C2CC(CC2=C1)N(CCC)CCC